N-[(3R)-1-Methyl-3-piperidyl]-5-methylsulfanyl-imidazo[1,2-d][1,2,4]triazin-8-amine CN1C[C@@H](CCC1)NC=1C=2N(C(=NN1)SC)C=CN2